3-{3-bromo-4-[(5-fluoro-7-methoxy-4-quinazolinyl)amino]phenyl}-1-[5-(trifluoromethyl)-3-pyridinyl]-2,4-imidazolidinedione BrC=1C=C(C=CC1NC1=NC=NC2=CC(=CC(=C12)F)OC)N1C(N(CC1=O)C=1C=NC=C(C1)C(F)(F)F)=O